Stearyllaurat C(CCCCCCCCCCCCCCCCC)OC(CCCCCCCCCCC)=O